NC=1C=C(C=C2C=C(N=CC12)NC(=O)C1C(C1C=1C=NN(C1)C)C)C=1C=NC=CC1C trans-N-(8-amino-6-(4-methylpyridin-3-yl)isoquinolin-3-yl)-2-methyl-3-(1-methyl-1H-pyrazol-4-yl)cyclopropane-1-carboxamide